2-(1H-Indol-3-yl)ethyl 3-phenylpropanoate C1(=CC=CC=C1)CCC(=O)OCCC1=CNC2=CC=CC=C12